C1(CC1)[C@@H](/C=C/[C@@H](C)[C@H]1CC[C@H]2\C(\CCC[C@]12C)=C\C=C\1/C([C@H](C[C@@H](C1)O)O)=C)O (1R,3S,5Z)-5-[(2E)-2-[(1R,3aS,7aR)-1-[(E,2R,5S)-5-cyclopropyl-5-hydroxypent-3-en-2-yl]-7a-methyl-2,3,3a,5,6,7-hexahydro-1H-inden-4-ylidene]ethylidene]-4-methylidenecyclohexane-1,3-diol